9-bromononyl 2-butyloctanoate C(CCC)C(C(=O)OCCCCCCCCCBr)CCCCCC